OC(C(=O)[O-])CC HYDROXYBUTANOATE